C(C1=CC=CC=C1)OC1=CC=C2CCC(OC2=C1)CO (7-(benzyloxy)chroman-2-yl)methanol